C[C@H]1CNC[C@@H](C1)C (3R,5R)-3,5-dimethylpiperidin